7-Bromo-1-methyl-2,3-dioxo-4-(1-(4-(trifluoromethoxy)benzyl)piperidin-4-yl)-1,2,3,4-tetrahydropyrido[2,3-b]pyrazine-6-carbonitrile BrC1=CC2=C(N(C(C(N2C)=O)=O)C2CCN(CC2)CC2=CC=C(C=C2)OC(F)(F)F)N=C1C#N